4-(Trifluoromethyl)-2,3-dihydro-1H-inden-2-amine hydrochloride Cl.FC(C1=C2CC(CC2=CC=C1)N)(F)F